(R)-3-Hydroxy-1-methyl-3-(3-(6-(2-(methylsulfonyl)pyrimidin-4-yl)pyridin-2-yl)isoxazol-5-yl)pyrrolidin-2-one-4,4,5,5-d4 O[C@@]1(C(N(C(C1([2H])[2H])([2H])[2H])C)=O)C1=CC(=NO1)C1=NC(=CC=C1)C1=NC(=NC=C1)S(=O)(=O)C